NCC1=NNC(C2=CC=C(C=C12)C=1C=C2C(=NC1)NC=C2C(C)C)=O 4-(aminomethyl)-6-(3-isopropyl-1H-pyrrolo[2,3-b]pyridin-5-yl)phthalazin-1(2H)-one